C(C)(=O)O[C@H]1[C@@H](O[C@@H]([C@H]([C@@H]1OC(C)=O)OC(C)=O)C(=O)OC)OC1=C(C=C(C=C1)C=O)[N+](=O)[O-] (2S,3R,4S,5S,6S)-2-(4-Formyl-2-nitrophenoxy)-6-(methoxycarbonyl)tetrahydro-2H-pyran-3,4,5-triyl triacetate